benzyl 4-(5-mercapto-4-methyl-4H-1,2,4-triazol-3-yl)piperidine-1-carboxylate SC=1N(C(=NN1)C1CCN(CC1)C(=O)OCC1=CC=CC=C1)C